CC1=CC=CC(=N1)C1=NC=CC(=N1)NC1=NC(=NC=C1)NC1=CC=C(C=C1)CO [4-[[4-[[2-(6-methyl-2-pyridyl)pyrimidin-4-yl]amino]pyrimidin-2-yl]amino]phenyl]methanol